2-((3,5-dicyano-6-(dimethylamino)-4-ethylpyridin-2-yl)sulfanyl)-2-(4-(N-methylsulfamoyl)phenyl)acetamide C(#N)C=1C(=NC(=C(C1CC)C#N)N(C)C)SC(C(=O)N)C1=CC=C(C=C1)S(NC)(=O)=O